tert-butyl (2S)-2-amino-3-phenyl-propanoate N[C@H](C(=O)OC(C)(C)C)CC1=CC=CC=C1